ClC1=C(C=C(C=C1)[C@@H](NC(=O)N1[C@@H](C(NCC1)=O)C)[C@@H]1CC[C@H](CC1)C(F)(F)F)C(F)F |o1:7| (2R)-N-((S or R)-(4-chloro-3-(difluoro-methyl)phenyl)(trans-4-(trifluoromethyl)cyclohexyl)methyl)-2-methyl-3-oxopiperazine-1-carboxamide